3-acetyl-quinolone C(C)(=O)C=1C(NC2=CC=CC=C2C1)=O